4-chloro-5-nitroaniline ClC1=CC=C(N)C=C1[N+](=O)[O-]